tertbutyl 5-[3-[[(4S)-1-[(3-amino-2-fluoro-phenyl)methylsulfonyl]-2,2-dimethyl-4-piperidyl]amino]phenyl]-3-(2-tert-butoxy-2-oxo-ethoxy)-4-chloro-thiophene-2-carboxylate NC=1C(=C(C=CC1)CS(=O)(=O)N1C(C[C@H](CC1)NC=1C=C(C=CC1)C1=C(C(=C(S1)C(=O)OC(C)(C)C)OCC(=O)OC(C)(C)C)Cl)(C)C)F